((1s,3s)-3-Hydroxy-3-methylcyclobutyl)(7-((6-methoxy-5-(trifluoromethyl)pyridin-2-yl)oxy)-2-azaspiro[3.5]nonan-2-yl)methanon OC1(CC(C1)C(=O)N1CC2(C1)CCC(CC2)OC2=NC(=C(C=C2)C(F)(F)F)OC)C